N=1C=NN2C1C=C(C=C2)OC2=C(C=C(C=C2)NC=2C1=C(N=CN2)C=CC(=N1)N1CCNCCC1)C N-(4-([1,2,4]triazolo[1,5-a]pyridin-7-yloxy)-3-methylphenyl)-6-(1,4-diazacycloheptan-1-yl)pyrido[3,2-d]pyrimidin-4-amine